C(C)(C)(C)OC(=O)NC=1C=C2C(=NN(C2=CC1)CC(=O)N(N[C@@H](CO[Si](C)(C)C(C)(C)C)C)CC(=O)O)C(N)=O (R)-2-(2-(5-(tert-butoxycarbonylamino)-3-carbamoyl-1H-indazol-1-yl)-N-(1-(tert-butyldimethylsilyloxy)propan-2-ylamino)acetamido)acetic acid